C1(=C(C=CC=C1)C1=CC=2C(C3=CC(=CC=C3C2C=C1)Br)(C)C)C1=CC=CC=C1 2-(biphenyl-2-yl)-7-bromo-9,9-dimethyl-9H-fluorene